N-(3-((2-((3-chloro-1-methyl-1H-pyrazol-4-yl)amino)-5-(4-(trifluoromethyl)phenyl)pyrimidin-4-yl)amino)-4-fluorophenyl)acrylamide-3,3-d2 ClC1=NN(C=C1NC1=NC=C(C(=N1)NC=1C=C(C=CC1F)NC(C=C([2H])[2H])=O)C1=CC=C(C=C1)C(F)(F)F)C